(5-Cyclopropyl-1H-pyrazol-3-YL)benzamide C1(CC1)C1=CC(=NN1)C1=C(C(=O)N)C=CC=C1